6-((1H-indol-4-yl)methyl)-N4-cyclopropyl-N2-ethylpyridine-2,4-dicarboxamide N1C=CC2=C(C=CC=C12)CC1=CC(=CC(=N1)C(=O)NCC)C(=O)NC1CC1